4-(4-diethylaminostyryl)-1-methyl-pyridine iodide [I-].C(C)N(C1=CC=C(C=CC2=CCN(C=C2)C)C=C1)CC